The molecule is an organic cation that is isochromene with a protonated oxygen. It is a mancude organic heterobicyclic parent and an organic cation. It derives from a hydride of a 3H-isochromene and a 1H-isochromene. C1=CC=C2C=[O+]C=CC2=C1